N1(N=NC2=C1C=CC=C2)CC2=CC=C(C(=O)NC1=C(C=CC=C1)\C=C\C(=O)NO)C=C2 (E)-4-((1H-benzo[d][1,2,3]triazol-1-yl)methyl)-N-(2-(3-(hydroxyamino)-3-oxoprop-1-en-1-yl)phenyl)benzamide